N1=CC=C(C=C1)C=1C=C(C=CC1)B(O)O 3-(PYRIDINE-4-YL)PHENYLBORONIC ACID